ClC1=C(C=CC=C1Cl)N1CCN(CC1)CC[C@@H]1C[C@H](C1)NC(=O)C1=CC=NS1 N-(trans-3-(2-(4-(2,3-dichlorophenyl)piperazine-1-yl)ethyl)cyclobutyl)isothiazole-5-formamide